NC1=CC(=NC=C1)C(C(=O)OC)=O methyl 2-(4-aminopyridin-2-yl)-2-oxoacetate